ClC1=CC=C(C=C1)[C@@H](C(N1CCC2=CC=C(C=C12)OC(F)(F)F)=O)NC=1C=C(OC[C@@H]2C=C(C2)C(=O)O)C=C(C1)OC (1s,3s)-3-((3-((1-(4-chlorophenyl)-2-oxo-2-(6-(trifluoro-methoxy)indolin-1-yl)ethyl)amino)-5-methoxyphenoxy)methyl)cyclobutenecarboxylic acid